3-bromo-5,6-dihydropyridine BrC=1C=NCCC1